2-pentadecyl alcohol CC(CCCCCCCCCCCCC)O